2-((6-(4-((6-isobutylpyrazin-2-yl)amino)-3-methylisoxazol-5-yl)-2-methylpyridin-3-yl)carbamoyl)cyclohexane-1-carboxylic acid C(C(C)C)C1=CN=CC(=N1)NC=1C(=NOC1C1=CC=C(C(=N1)C)NC(=O)C1C(CCCC1)C(=O)O)C